N-((1R,2R)-2-ethoxycyclobutyl)-6-(4-(3-fluoro-5-formylpyridin-2-yl)indolin-1-yl)-8-((4-methoxybenzyl)(methyl)amino)imidazo[1,2-b]pyridazine-3-carboxamide C(C)O[C@H]1[C@@H](CC1)NC(=O)C1=CN=C2N1N=C(C=C2N(C)CC2=CC=C(C=C2)OC)N2CCC1=C(C=CC=C21)C2=NC=C(C=C2F)C=O